C(C)(=O)O[C@@H]1C[C@@H](CC[C@H]1Br)[N-]C(=O)OC(C)(C)C (1R,3R,4R)-3-(Acetyloxy)-4-bromo-cyclohexyl-tert-butyloxycarbonylamide